2-(2-((tert-butyldimethylsilyl)oxy)ethyl)cyclopropan-1-ol [Si](C)(C)(C(C)(C)C)OCCC1C(C1)O